N1C=CC2=CC(=CC=C12)S(=O)(=O)N1N=C(C=C1)C(=O)NC=1C=NC(=CC1)F 1-((1H-indol-5-yl)sulfonyl)-N-(6-fluoropyridin-3-yl)-1H-pyrazole-3-carboxamide